(S)-2-((5-phenylpyridin-2-yl)amino)-4-((2-(pyridin-2-yloxy)ethyl)(4-(5,6,7,8-tetrahydro-1,8-naphthyridin-2-yl)butyl)amino)butanoic acid C1(=CC=CC=C1)C=1C=CC(=NC1)N[C@H](C(=O)O)CCN(CCCCC1=NC=2NCCCC2C=C1)CCOC1=NC=CC=C1